[F-].[F-].[F-].C(CCCCCCCCC)[N+](C)(C)CCCCCCCCCC.C(CCCCCCCCC)[N+](CCCCCCCCCC)(C)C.C(CCCCCCCCC)[N+](CCCCCCCCCC)(C)C didecyldimethyl-ammonium trifluoride